ClC1=CC(=CC=2N1C=NC2C=2SC(=NN2)C(F)F)S(=O)(=O)NC2(CC2)C#N 5-chloro-N-(1-cyanocyclopropyl)-1-(5-(difluoromethyl)-1,3,4-thiadiazol-2-yl)imidazo[1,5-a]pyridine-7-sulfonamide